2-(2,5-difluoro-4-(6-((5-methoxy-1,3,4-thiadiazol-2-yl)methoxy)pyridin-2-yl)benzyl)-1-((1-(fluoromethyl)cyclopropyl)methyl)-1H-benzo[d]imidazole-6-carboxylic acid FC1=C(CC2=NC3=C(N2CC2(CC2)CF)C=C(C=C3)C(=O)O)C=C(C(=C1)C1=NC(=CC=C1)OCC=1SC(=NN1)OC)F